Tert-Butyl (S)-2-((S)-2-(((Benzyloxy)Carbonyl)Amino)-3-Methoxy-3-Oxopropyl)Morpholine-4-Carboxylate C(C1=CC=CC=C1)OC(=O)N[C@@H](C[C@H]1CN(CCO1)C(=O)OC(C)(C)C)C(=O)OC